9-(4-(2,3-dihydro-1H-pyrrolo[2,3-b]pyridin-1-ylcarbonyl)-3-fluorophenyl)-3-methyl-2-(trifluoromethyl)-4H-pyrido[1,2-a]pyrimidin-4-one N1(CCC=2C1=NC=CC2)C(=O)C2=C(C=C(C=C2)C2=CC=CN1C2=NC(=C(C1=O)C)C(F)(F)F)F